Z-5-decenyl-3-methylbutanoate C(CCC\C=C/CCCC)OC(CC(C)C)=O